Z,E-3,5-Heptadienyl-alpha-methylbutyrat C(C\C=C/C=C/C)OC(C(CC)C)=O